1-{[5-(3-Chlorophenyl)-6-ethoxypyridin-3-yl]methyl}-1H-pyrazol ClC=1C=C(C=CC1)C=1C=C(C=NC1OCC)CN1N=CC=C1